ClC=1C=C(C=CC1F)NC(=O)C1=C(N=CN1C)C1CC2CC(CC2C1)(C(C)(C)O)O N-(3-chloro-4-fluorophenyl)-4-(5-hydroxy-5-(2-hydroxypropan-2-yl)octahydropentalen-2-yl)-1-methyl-1H-imidazole-5-carboxamide